ClC=1C(=CC(=C(C(=O)NS(=O)(=O)C2=CC=C(C=C2)OC2=CC=C(C=C2)Cl)C1)F)OCC1CCCC1 5-chloro-N-((4-(4-chlorophenoxy)phenyl)sulfonyl)-4-(cyclopentylmethoxy)-2-fluorobenzamide